Racemic-4-(1-(4-fluorophenyl)ethyl)-1-(2-(pyrimidin-4-yl)nicotinoyl)piperidine-4-carbonitrile FC1=CC=C(C=C1)[C@@H](C)C1(CCN(CC1)C(C1=C(N=CC=C1)C1=NC=NC=C1)=O)C#N |r|